C(=O)O.ClC=1C=C(C=CC1C(NC1(CCNCC1)C)=O)NC(=O)C=1N(C(=CN1)C=1C(=NN(C1)C1C(C1)(F)F)C(F)(F)F)C N-(3-chloro-4-((4-methylpiperidin-4-yl)carbamoyl)phenyl)-5-(1-(2,2-difluorocyclopropyl)-3-(trifluoromethyl)-1H-pyrazol-4-yl)-1-methyl-1H-imidazole-2-carboxamide formate